C(C)(=O)N1CCC2=CC(=CC=C12)C[C@@H](C)N1C(C2=CC=CC=C2C1=O)=O (R)-2-(1-(1-acetylindolin-5-yl)propan-2-yl)isoindoline-1,3-dione